2-{[3-(trifluoromethyl)pyridin-2-yl]oxy}-6-azaspiro[3.5]nonane hydrochloride Cl.FC(C=1C(=NC=CC1)OC1CC2(C1)CNCCC2)(F)F